O1COC2=CC(=CC=C12)[C@@H]1N(C[C@H](CC1)C)C(C(=O)NC=1C=C(C=NC1)C(=O)N)=O |r| rac-5-{2-[(2R,5S)-2-(1,3-dioxaindan-5-yl)-5-methylpiperidin-1-Yl]-2-oxoacetamido}Pyridine-3-carboxamide